Cl.C(C)OC(=O)C1=CC=2C(=NC(=CC2)C(=O)OCC)N1[C@H](C)[C@H](C)N 1-((2R,3S)-3-aminobut-2-yl)-1H-pyrrolo[2,3-b]pyridine-2,6-dicarboxylic acid diethyl ester hydrochloride